N-(4-((3S,5R)-3-amino-5-methylpiperidin-1-yl)-2,3-dihydrofuro[2,3-b]pyridin-5-yl)-2,2',6,6'-tetrafluoro-[1,1'-biphenyl]-3-carboxamide dihydrochloride Cl.Cl.N[C@@H]1CN(C[C@@H](C1)C)C1=C2C(=NC=C1NC(=O)C=1C(=C(C(=CC1)F)C1=C(C=CC=C1F)F)F)OCC2